CCCCCCCCCCCCC(=O)OCC(C=O)C 12,2-dimethyl-3-lauroyloxypropanal